(R)-5-((1H-1,2,3-triazol-1-yl)methyl)-3-(3,5-difluoro-4-(4-(oxetan-3-yl)piperidin-1-yl)phenyl)oxazolidin-2-one N1(N=NC=C1)C[C@H]1CN(C(O1)=O)C1=CC(=C(C(=C1)F)N1CCC(CC1)C1COC1)F